trisodium sodium salt [Na].[Na].[Na].[Na]